2,3-dimethyl-phenylboronic acid CC1=C(C=CC=C1C)B(O)O